2-oxo-3,4-dihydro-quinoline-1(2H)-carboxylate O=C1N(C2=CC=CC=C2CC1)C(=O)[O-]